CC1=C(C(=C(C(=C1C#N)C#N)C#N)C#N)C tetracyanoxylene